[Si](C)(C)(C(C)(C)C)OCC1=NC(=NC=C1)S(=O)(=O)C 4-(((tert-butyldimethylsilyl)oxy)methyl)-2-(methylsulfonyl)pyrimidine